C(C)(=O)C=1C=C(C=CC1)C#CCN1C(N(C(C(=C1Cl)NC(CCC1=CC=C(C=C1)C)=O)=O)C)=O N-(1-(3-(3-acetylphenyl)prop-2-yn-1-yl)-6-chloro-3-methyl-2,4-dioxo-1,2,3,4-tetrahydropyrimidin-5-yl)-3-(p-tolyl)propanamide